8-(2,3-Difluorobenzyl)-2-((5-ethyl-4-methylfuran-2-yl)methyl)-6-phenylimidazo[1,2-a]pyrazin-3-yl-acetat FC1=C(CC=2C=3N(C=C(N2)C2=CC=CC=C2)C(=C(N3)CC=3OC(=C(C3)C)CC)CC(=O)[O-])C=CC=C1F